tert-butyl (2-(1-cyclobutyl-5-methyl-1H-imidazol-2-yl)ethyl)carbamate C1(CCC1)N1C(=NC=C1C)CCNC(OC(C)(C)C)=O